N-(1-{1-[(benzoylsulfanyl)methyl]-7-hydroxy-2,5-dioxabicyclo[2.2.1]hept-3-yl}-5-methyl-2-oxo-1,2-dihydropyrimidin-4-yl)benzamide C(C1=CC=CC=C1)(=O)SCC12OC(C(OC1)C2O)N2C(N=C(C(=C2)C)NC(C2=CC=CC=C2)=O)=O